(R)-5-methyl-N-((tetrahydrofuran-2-yl)methyl)-1,2,4-triazin-3-amine CC=1N=C(N=NC1)NC[C@@H]1OCCC1